[N+](=O)([O-])C1=C(C=CC=C1)C1=C(N=C(O1)C1=CC=C(C=C1)C(F)(F)F)C(=O)NC1=NC=CC=C1 5-(2-nitrophenyl)-N-(pyridin-2-yl)-2-(4-(trifluoromethyl)phenyl)Oxazole-4-carboxylic acid amide